CN1OC(C2C1C(CC(C2)C2=CC=CC=C2)C)(C)C 1,3,3,7-Tetramethyl-5-phenyloctahydrobenzo[c]isoxazol